D-fructose 6-phosphate P(=O)(O)(O)OC[C@H]([C@H]([C@@H](C(CO)=O)O)O)O